5-chloro-3-fluoro-2-iodophenol ClC=1C=C(C(=C(C1)O)I)F